6-(1-(2-hydroxypropyl)-1H-pyrazol-4-yl)pyridine-2-carboxamide OC(CN1N=CC(=C1)C1=CC=CC(=N1)C(=O)N)C